BrC1=C(C=C(C(=O)N2[C@@H]3C=4C(=NN(C4CC2)C2=C(C=C(C=C2)C(C)C)C)COCCN(C3)C(C=C)=O)C=C1)O |r| (rac)-1-(5-(4-bromo-3-hydroxybenzoyl)-2-(4-isopropyl-2-methylphenyl)-2,4,5,5a,6,8,9,11-octahydro-10-oxa-1,2,5,7-tetraazacyclonona[cd]inden-7(3H)-yl)prop-2-en-1-one